COC1=C2C(=CNC2=CC(=C1OC)OC)CCN 2-(4,5,6-trimethoxy-1H-indol-3-yl)ethan-1-amine